(E)-4-chloro-N-(4-(8-(4-chloro-1,2,6-trimethyl-1H-benzo[d]imidazol-5-yl)-1-iodoindolizine-3-carbonyl)-2,6-difluorophenyl)but-2-enamide ClC/C=C/C(=O)NC1=C(C=C(C=C1F)C(=O)C1=CC(=C2C(=CC=CN12)C1=C(C2=C(N(C(=N2)C)C)C=C1C)Cl)I)F